(3-(hydroxyimino)butan-2-yl)(phenyl)phosphinic acid ON=C(C(C)P(O)(=O)C1=CC=CC=C1)C